tert-butyl 4-(6-(4-amino-3-iodo-1H-pyrazolo[3,4-d]pyrimidin-1-yl)pyrimidin-4-yl)piperazine-1-carboxylate NC1=C2C(=NC=N1)N(N=C2I)C2=CC(=NC=N2)N2CCN(CC2)C(=O)OC(C)(C)C